N-trifluoroacetyl-7-nitro-8-methoxy-4-(Piperidin-4-yl)quinoline FC(C(=O)N1CC=C(C2=CC=C(C(=C12)OC)[N+](=O)[O-])C1CCNCC1)(F)F